C(COCCO)O 2,2'-oxyethanol